ClC=1C=CC=C2C(=C(NC12)C(=O)N1CCC2(CC(C2)NC=2C=NN(C2)CCO)CC1)C (7-chloro-3-methyl-2-indolyl){2-[1-(2-hydroxyethyl)-4-pyrazolylamino]-7-aza-7-spiro[3.5]nonyl}methanone